3-chloro-1-(2-hydroxy-2-methylpropyl)-N-((1S,4S)-4-((1-methyl-6-oxo-5-(trifluoromethyl)-1,6-dihydropyridazin-3-yl)amino)cyclohexyl)-1H-pyrazole-4-carboxamide ClC1=NN(C=C1C(=O)NC1CCC(CC1)NC1=NN(C(C(=C1)C(F)(F)F)=O)C)CC(C)(C)O